phenanthrene-3,6-diboronic acid C1=CC(=CC=2C3=CC(=CC=C3C=CC12)B(O)O)B(O)O